C(=O)(OC(C)(C)C)N1CC(C(CC1)N=[N+]=[N-])O N-BOC-3-hydroxy-4-azidopiperidine